COC=1C=C(CN(C=2SC=C(N2)COCCOCC2=CC(=CC=C2)OC)CC2=CC(=CC=C2)OCCOC)C=CC1 N-(3-methoxybenzyl)-4-((2-((3-methoxybenzyl)oxy)ethoxy)methyl)-N-(3-(2-methoxyethoxy)benzyl)thiazol-2-amine